[8-fluoro-2-methyl-6-(trifluoromethyl)spiro[3,4-dihydropyrrolo[1,2-a]pyrazine-1,4'-piperidine]-1'-yl]-(4-isobutoxy-3-methoxy-phenyl)methanone FC=1C=C(N2C1C1(CCN(CC1)C(=O)C1=CC(=C(C=C1)OCC(C)C)OC)N(CC2)C)C(F)(F)F